4-[(1S,4S,5R)-5-{[4-cyclopropyl-1-(2,6-dichlorophenyl)-1H-pyrazol-5-yl]methoxy}-2-azabicyclo[2.2.1]heptan-2-yl]-N-[(2,2-dimethyloxan-4-yl)sulfonyl]benzamide C1(CC1)C=1C=NN(C1CO[C@H]1[C@@H]2CN([C@H](C1)C2)C2=CC=C(C(=O)NS(=O)(=O)C1CC(OCC1)(C)C)C=C2)C2=C(C=CC=C2Cl)Cl